6-(trifluoromethyl)pyridine-3-carbothioamide FC(C1=CC=C(C=N1)C(N)=S)(F)F